diazete N1=NC=C1